CC=1C2=C(C(N(C1)C1=CC(=CC=C1)C1(COC1)CC1=NN=CN1C)=O)N(C(=C2)CN2C[C@H](CCC2)C)S(=O)(=O)C2=CC=C(C=C2)C 4-methyl-2-[[(3S)-3-methyl-1-piperidinyl]methyl]-6-[3-[3-[(4-methyl-1,2,4-triazol-3-yl)methyl]oxetan-3-yl]phenyl]-1-(p-tolylsulfonyl)pyrrolo[2,3-c]pyridin-7-one